C1(=CC=CC=C1)COC1=CC=2CC[C@H]3[C@@H]4C(C([C@@H]([C@@]4(C)CC[C@@H]3C2C=C1)O)O)O (17β)-3-(phenylmethoxy)-estra-1,3,5(10)-triene-15,16,17-triol